5-methyl-N-(2-methyl-4-(2-phenylpyridin-3-yl)but-3-yn-2-yl)-2-nitroaniline CC=1C=CC(=C(NC(C)(C#CC=2C(=NC=CC2)C2=CC=CC=C2)C)C1)[N+](=O)[O-]